[N+](=O)([O-])C=1C=C(C=CC1)NC=1N=CC2=C(N1)C(=CS2)C2=CC=CC=C2 N-(3-nitrophenyl)-7-phenylthieno[3,2-d]pyrimidin-2-amine